N-[2-(5-methoxy-2-phenylfuro[2,3-b]pyridin-3-yl)ethyl]acetamide COC=1C=C2C(=NC1)OC(=C2CCNC(C)=O)C2=CC=CC=C2